CC1(OC2=C(CC1)C(=C(C=C2C)O)C)CCCC(CCCC(CCCC(C)C)C)C 3,4-dihydro-2,5,8-trimethyl-2-(4,8,12-trimethyltridecyl)-2H-1-benzopyran-6-ol